(tert-butyl)-1-(8-(6-methoxypyridazin-4-yl)-6H-isochromeno[4,3-c]pyridin-3-yl)pyrrolidin-3-amine C(C)(C)(C)C1N(CCC1N)C1=CC2=C(C=N1)C=1C=CC(=CC1CO2)C2=CN=NC(=C2)OC